1-isopropyl-3-methyl-N-((1-methyl-1H-pyrazol-4-yl)methyl)-5-(4-methyloxazol-2-yl)-1H-pyrazolo[4,3-b]Pyridin-7-amine C(C)(C)N1N=C(C2=NC(=CC(=C21)NCC=2C=NN(C2)C)C=2OC=C(N2)C)C